NCC=1C=CC(=C(C(=O)N[C@H](C)C2=CC(=NC3=CC=CC=C23)C2=CC(=CN2C)C(=O)OC)C1)C methyl (R)-5-(4-(1-(5-(aminomethyl)-2-methylbenzamido)ethyl)quinolin-2-yl)-1-methyl-1H-pyrrole-3-carboxylate